3-((4-(4-((2-amino-7-azaspiro[3.5]nonan-7-yl)methyl)piperidin-1-yl)-2-fluorophenyl)amino)piperidine-2,6-dione NC1CC2(C1)CCN(CC2)CC2CCN(CC2)C2=CC(=C(C=C2)NC2C(NC(CC2)=O)=O)F